C(C)(C)(C)OC(CCC(COC(C)=O)(C)O)=O 5-acetoxy-4-hydroxy-4-methylpentanoic acid tert-butyl ester